3-(carboxymethoxy)-4-chloro-5-[3-[[1-[[3-[3-[3-(2,6-dioxo-3-piperidyl)-1-methyl-indazol-6-yl]propanoylamino]phenyl]methylsulfonyl]-4-piperidyl]amino]phenyl]thiophene-2-carboxylic acid C(=O)(O)COC1=C(SC(=C1Cl)C1=CC(=CC=C1)NC1CCN(CC1)S(=O)(=O)CC1=CC(=CC=C1)NC(CCC1=CC=C2C(=NN(C2=C1)C)C1C(NC(CC1)=O)=O)=O)C(=O)O